N(=O)SCCC(=O)O S-nitroso-3-mercaptopropanoic acid